methyl 2-bromo-4-chlorobenzoate BrC1=C(C(=O)OC)C=CC(=C1)Cl